C1(CCCC1)C(C1CCCC1)=C(C(=O)OCC)C(=O)OCC diethyl (dicyclopentylmethylene)malonate